Inosine 5'-monophosphate disodium salt [Na+].[Na+].P(=O)([O-])([O-])OC[C@@H]1[C@H]([C@H]([C@@H](O1)N1C=NC=2C(O)=NC=NC12)O)O